7-amino-6-(1,5-dimethyl-6-oxo-1,6-dihydropyridin-3-yl)-1-methyl-3,4-dihydroquinolin-2(1H)-one NC1=C(C=C2CCC(N(C2=C1)C)=O)C1=CN(C(C(=C1)C)=O)C